1-methyl-4-[sulfamoyl-[[(2R)-tetrahydrofuran-2-yl]methyl]amino]pyrazole CN1N=CC(=C1)N(C[C@@H]1OCCC1)S(N)(=O)=O